ClC1C=2C=C(C=NC2CCC1)OC 5-chloro-3-methoxy-5,6,7,8-tetrahydroquinoline